ethyl 3-ethoxy-2-nitrobenzoate C(C)OC=1C(=C(C(=O)OCC)C=CC1)[N+](=O)[O-]